C=CC1=CC=C(C=C1)C(=O)OCC1CO1 glycidyl p-styreneformate